2-chloro-4-((2-isopropoxy-4-methoxyphenyl)amino)pyrimidine-5-carbonitrile ClC1=NC=C(C(=N1)NC1=C(C=C(C=C1)OC)OC(C)C)C#N